OC(CCC(=O)O)C gamma-hydroxy-valeric acid